(S)-8-(2-amino-6-((R)-2,2,2-trifluoro-1-(4-(1-methyl-1H-indazol-5-yl)phenyl)ethoxy)pyrimidin-4-yl)-2,8-diazaspiro[4.5]decane-3-carboxylic acid NC1=NC(=CC(=N1)N1CCC2(C[C@H](NC2)C(=O)O)CC1)O[C@@H](C(F)(F)F)C1=CC=C(C=C1)C=1C=C2C=NN(C2=CC1)C